OC1=CC=C(C=C1)C(=C1C=CC(C=C1)=O)C1=CC=C(C=C1)O 4-(bis(4-hydroxyphenyl)methylene)cyclohexa-2,5-dien-1-one